C1=CC=CC=2C3=CC=CC=C3C(C12)COC(=O)N1C[C@@H]([C@H](C1)OC(C)=O)N1CCN(CCN(CCN(CC1)CC(OC)=O)CC(OC)=O)CC(=O)OC (2S,3S,4S)-1-(((9H-Fluoren-9-yl)methoxy)carbonyl)-4-acetoxy-3-(4,7,10-tris(2-methoxy-2-oxoethyl)-1,4,7,10-tetraazacyclododecan-1-yl)pyrrolidin